NC(=S)S aminodithiocarboxylic acid